3-(4-(5-carbamoyl-2-chloro-3-nitrophenoxy)but-2-yn-1-yl)pyrrolidine-1-carboxylic acid tert-butyl ester C(C)(C)(C)OC(=O)N1CC(CC1)CC#CCOC1=C(C(=CC(=C1)C(N)=O)[N+](=O)[O-])Cl